17α-acetoxy-6-methyl-16-methylene-pregna-4,6-diene-3,20-dione C(C)(=O)O[C@]1(C(C)=O)C(C[C@H]2[C@@H]3C=C(C4=CC(CC[C@]4(C)[C@H]3CC[C@]12C)=O)C)=C